N2-(3-fluorophenyl)-N4-(3-(pyrrolidin-1-yl)propyl)-5-(trifluoromethyl)pyrimidine-2,4-diamine FC=1C=C(C=CC1)NC1=NC=C(C(=N1)NCCCN1CCCC1)C(F)(F)F